(3Z)-1-iodo-9,9-dimethoxy-3-nonene ICC\C=C/CCCCC(OC)OC